4-((1S,2R,5R)-5-ethoxy-2-((5-methoxy-7-methyl-1H-indol-4-yl)oxy)cyclohexyl)benzoic acid C(C)O[C@@H]1CC[C@H]([C@@H](C1)C1=CC=C(C(=O)O)C=C1)OC1=C2C=CNC2=C(C=C1OC)C